C(C)SC=1C(=NC=C(C1)C(F)(F)F)C1=NC=2C(=NC=C(C2)C(F)(F)F)N1C 2-(3-ethylsulfanyl-5-trifluoromethylpyridin-2-yl)-3-methyl-6-trifluoromethyl-3H-imidazo[4,5-b]pyridine